COC1=CC2=C(N(C(OC2C=C)=O)S(=O)(=O)C2=CC=C(C)C=C2)C=C1 6-methoxy-1-tosyl-4-vinyl-1,4-dihydro-2H-benzo[d][1,3]oxazin-2-one